CN(CCCNCCCN(C)C)C Bis(N,N-dimethyl-3-aminopropyl)amine